2-(2,6-dioxopiperidin-3-yl)-4-({[4-(hydroxymethyl)phenyl]methyl}amino)-2,3-dihydro-1H-isoindole-1,3-dione O=C1NC(CCC1N1C(C2=CC=CC(=C2C1=O)NCC1=CC=C(C=C1)CO)=O)=O